(2R,3S)-3-((2-(2-(dimethylcarbamoyl)-7-methylquinoxalin-5-yl)-5-fluorobenzo[d]thiazol-6-yl)oxy)butan-2-yl (2-methylpyrimidin-5-yl)carbamate CC1=NC=C(C=N1)NC(O[C@H](C)[C@H](C)OC1=CC2=C(N=C(S2)C2=C3N=CC(=NC3=CC(=C2)C)C(N(C)C)=O)C=C1F)=O